FC(CN1N=CC=C1COC1=C(C=CC=C1)C(C(=O)N)C)(F)F (2-{[1-(2,2,2-trifluoroethyl)-1H-pyrazol-5-yl]methoxy}phenyl)propanamide